(4-methyl-1-piperazinyl)benzonitrile CN1CCN(CC1)C1=C(C#N)C=CC=C1